5-((2-(2,3-dihydrobenzo[b][1,4]dioxin-6-yl)pyrrolidin-1-yl)methyl)-2-(p-tolyl)thiazole O1C2=C(OCC1)C=C(C=C2)C2N(CCC2)CC2=CN=C(S2)C2=CC=C(C=C2)C